6-hydroxyluteolin OC1=C(C=2C(C=C(OC2C=C1O)C1=CC(O)=C(O)C=C1)=O)O